1-ethyl-3-methoxy-2,5-dimethylpyrazolium C(C)[N+]=1N(C(=CC1C)OC)C